BrC1=C(C=NN1C)CO (5-bromo-1-methyl-1H-pyrazol-4-yl)methanol